C(C1=CC=CC=C1)O[C@H]1C(O)O[C@@H]([C@H]([C@@H]1OCC1=CC=CC=C1)OCC1=CC=CC=C1)C 2,3,4-tri-O-benzyl-6-deoxy-D-glucopyranose